3,5-diethyl-6-methyl-terephthalaldehyde C(C)C=1C=C(C=O)C(=C(C1C=O)CC)C